3-amino-6-(trifluoromethyl)picolinonitrile NC=1C(=NC(=CC1)C(F)(F)F)C#N